FC(C(=O)O)(F)F.FC(C(=O)O)(F)F.FC(C(=O)O)(F)F.N1N=CC(=C1)NC1=NC(=NC2=CC=C(C=C12)N(C)C)C=1C=C(OCC(=O)NC(C)(C)C)C=CC1 2-(3-(4-((1H-pyrazol-4-yl)amino)-6-(dimethylamino)quinazolin-2-yl)-phenoxy)-N-(tert-butyl)acetamide tristrifluoroacetic acid salt